C(C)(C)(C)OC(=O)N1CCN(CC1)C1=CC(=C2C[C@H](COC2=C1)NC(=O)OCC1=CC=CC=C1)F (R)-4-(3-(((benzyloxy)carbonyl)amino)-5-fluorochroman-7-yl)piperazine-1-carboxylic acid tert-butyl ester